CC1=CC=C(C=C1)S(=O)(=O)OCCOCC1=NC=C(C=N1)Br [(5-bromopyrimidin-2-yl)methoxy]ethyl 4-methylbenzenesulfonate